3-(3,4,5-trimethoxyphenylamino)-1-(4-nitrophenyl)-2-propen-1-one COC=1C=C(C=C(C1OC)OC)NC=CC(=O)C1=CC=C(C=C1)[N+](=O)[O-]